(5-methyl-2-oxo-1,3-dioxol-4-yl)methyl 1-((tert-butoxycarbonyl)amino)cyclobutanecarboxylate C(C)(C)(C)OC(=O)NC1(CCC1)C(=O)OCC=1OC(OC1C)=O